C(C)C1=CC=C(C=C1)NC(=O)NC1=CNC2=CC=C(C=C12)OCCC1=CC=C(C=C1)C(F)(F)F 1-(4-ethylphenyl)-3-(5-(4-(trifluoromethyl)phenethoxy)-1H-indol-3-yl)urea